2-(1-benzhydryl-azetidin-3-ylidene)ethan-1-ol benzyl-N-(1-{3-[4-(dimethoxymethyl)piperidin-1-yl]benzenesulfonyl}piperidin-4-yl)carbamate C(C1=CC=CC=C1)N(C(=O)OCC=C1CN(C1)C(C1=CC=CC=C1)C1=CC=CC=C1)C1CCN(CC1)S(=O)(=O)C1=CC(=CC=C1)N1CCC(CC1)C(OC)OC